2-[5-ethylsulfonyl-6-[1-oxo-6-(trifluoromethyl)-3H-pyrrolo[3,4-c]pyridin-2-yl]-3-pyridyl]-2-methylpropanenitrile C(C)S(=O)(=O)C=1C=C(C=NC1N1CC=2C=NC(=CC2C1=O)C(F)(F)F)C(C#N)(C)C